C(C)(=O)NC(C(=O)OCC)(C(CC(C1=CC=CC=C1)=O)C1=C(C=CC=C1)Br)C#N ethyl 2-acetylamino-3-(2-bromophenyl)-2-cyano-5-oxo-5-phenylpentanoate